C(C1=CC=CC=C1)(=O)C1=CC=C(C(=O)N2CCN(CC2)C(=O)C2=CC=NC=C2)C=C1 (4-(4-benzoylbenzoyl)piperazin-1-yl)(pyridin-4-yl)methanone